(R)-N-(5-cyano-4-((1-methoxypropan-2-yl)amino)pyridin-2-yl)-7-(dimethoxymethyl)-6-((2-carbonyl-1,3-oxazepin-3-yl)methyl)-3,4-dihydro-1,8-naphthyridin-1(2H)-carboxamide C(#N)C=1C(=CC(=NC1)NC(=O)N1CCCC2=CC(=C(N=C12)C(OC)OC)CN1C(OC=CC=C1)=C=O)N[C@@H](COC)C